7-Bromo-2-butyl-1-((tetrahydro-2H-pyran-4-yl)methyl)-1H-imidazo[4,5-d]thieno[3,2-b]pyridine-5-oxide BrC1=CC2=[N+](C=C3C(=C2S1)N(C(=N3)CCCC)CC3CCOCC3)[O-]